C(C)(C)(C)C1=CC2=C(OP(OC3=C2C=C(C=C3C(C)(C)C)C(C)(C)C)OCCCC3=CC(=C(C(=C3)C(C)(C)C)O)C)C(=C1)C(C)(C)C 2,4,8,10-tetra-tert-butyl-6-[3-(3-methyl-4-hydroxy-5-tert-butylphenyl)propoxy]dibenzo[d,f][1,3,2]dioxaphosphepin